5-[4-(6-Cyclopentylthio-2-pyridinyl)phenyl]pentanoic acid C1(CCCC1)SC1=CC=CC(=N1)C1=CC=C(C=C1)CCCCC(=O)O